Diethylfumarate C(C)\C(=C(/C(=O)[O-])\CC)\C(=O)[O-]